C1=CC=CC1 Cyclopentandien